CN(C)CC1(CC1)COC=1N=C(C2=C(N1)C(=C(N=C2)C2=CC(=CC1=CC=C(C(=C21)CC)F)O)F)N2CC1(CC(C1)O)CCC2 6-(2-((1-((dimethylamino)methyl)cyclopropyl)methoxy)-7-(8-ethyl-7-fluoro-3-hydroxynaphthalen-1-yl)-8-fluoropyrido[4,3-d]pyrimidin-4-yl)-6-azaspiro[3.5]nonan-2-ol